C1(CCC1)CN1C=C(C(C2=CC(=CC=C12)C#C)=O)C(=O)OCC ethyl 1-(cyclobutylmethyl)-6-ethynyl-4-oxo-1,4-dihydroquinoline-3-carboxylate